Ethyl-6-(pyridazin-4-yl)pyrido[4,3-d]pyrimidin-7(6H)-one C(C)C=1N=CC=2C(N1)=CC(N(C2)C2=CN=NC=C2)=O